(R)-7-(5-chloro-2-(oxazol-2-ylamino)pyridin-4-yl)-2-(5-fluoro-2-(hydroxymethyl)benzyl)-3-(methoxymethyl)-3,4-dihydropyrrolo[1,2-a]pyrazin-1(2H)-one ClC=1C(=CC(=NC1)NC=1OC=CN1)C=1C=C2N(C[C@@H](N(C2=O)CC2=C(C=CC(=C2)F)CO)COC)C1